3-fluoro-3'-isocyanato-4-methoxy-1,1'-biphenyl FC=1C=C(C=CC1OC)C1=CC(=CC=C1)N=C=O